7-bromo-6-chloro-8-fluoro-2-(1-methylpiperidin-4-yl)quinazolin-4(3H)-one BrC1=C(C=C2C(NC(=NC2=C1F)C1CCN(CC1)C)=O)Cl